[OH-].[Fe+3].[OH-].[OH-] iron(III) hydroxide